ethyl 2-[7-(4-chlorophenyl)-8-(3-chloropyridin-2-yl)-2,6-dioxo-3-[[2-(trimethylsilyl)ethoxy]methyl]purin-1-yl]acetate ClC1=CC=C(C=C1)N1C(=NC=2N(C(N(C(C12)=O)CC(=O)OCC)=O)COCC[Si](C)(C)C)C1=NC=CC=C1Cl